BrCC1=C(C=C(C=C1)C(F)(F)F)OC 1-(bromomethyl)-2-methoxy-4-trifluoromethylbenzene